N(CCC=1C=C(C=CC1)C[C@H](C(=O)O)[C@@H]1CNCC1)(CCC=1C=C(C=CC1)C[C@H](C(=O)O)[C@@H]1CNCC1)CCC=1C=C(C=CC1)C[C@H](C(=O)O)[C@@H]1CNCC1 (2S,2'S,2''S)-3,3',3''-((nitrilotri(ethane-2,1-diyl))tri(benzene-3,1-diyl))tris(2-((R)-pyrrolidin-3-yl)propanoic acid)